C(CCCCCCCCCCCCC)(=O)NC1=CC=C(C(=O)NCC(=O)OC2=CC=CC=3CC(CCC23)N(CCC=2SC=CC2)CCC)C=C1 6-(propyl (2-(thien-2-yl) ethyl) amino)-5,6,7,8-tetrahydronaphthalen-1-yl 2-p-myristamidobenzamidoacetate